NC=1N=CC(=C2C=C(C=NC12)C(=O)N(C)CCOC)C1=CC=C(C=C1)C=1C=NN(C1)CCOC 8-Amino-N-(2-methoxyethyl)-5-(4-(1-(2-methoxyethyl)-1H-pyrazol-4-yl)phenyl)-N-methyl-1,7-naphthyridine-3-carboxamide